2-(2-hydroxy-4-methoxyphenyl)imidazole OC1=C(C=CC(=C1)OC)C=1NC=CN1